6-[4-[acetyl(cyclopropylmethyl)amino]-3-chloro-phenyl]-N-(1H-imidazol-4-ylmethyl)pyridine-3-carboxamide C(C)(=O)N(C1=C(C=C(C=C1)C1=CC=C(C=N1)C(=O)NCC=1N=CNC1)Cl)CC1CC1